NCCCCCCCO[Si](OC)(OC)CN aminohexyl-aminomethyltrimethoxysilane